water citrate C(CC(O)(C(=O)O)CC(=O)O)(=O)O.O